2,6-dichloro-9-acryloyloxy-10-hydroxy-1,4-dihydro-1,4-methanoanthracene ClC=1C2C3=C(C4=CC=C(C=C4C(=C3C(C1)C2)O)Cl)OC(C=C)=O